benzyl 3-(5-((1S,3R)-3-((tertbutoxycarbonyl)amino)cyclohexyl)-4-methyl-4H-1,2,4-triazol-3-yl)-3-hydroxyazetidine-1-carboxylate C(C)(C)(C)OC(=O)N[C@H]1C[C@H](CCC1)C=1N(C(=NN1)C1(CN(C1)C(=O)OCC1=CC=CC=C1)O)C